3-bromo-6-(trifluoromethyl)pyridazine BrC=1N=NC(=CC1)C(F)(F)F